C1(=CC=CC=C1)N1C(C(=NC2=CC=CC=C12)C1=CC=C(C=C1)C)=O 1-phenyl-3-(4-methylphenyl)quinoxalin-2(1H)-one